3-hydroxyquinoline-8-carboxamide OC=1C=NC2=C(C=CC=C2C1)C(=O)N